2-{3-[(3R,5S)-3,5-dimethylpiperazin-1-yl]-1,2,4-triazin-6-yl}-5-(2-methyl-2H-indazol-5-yl)phenol C[C@@H]1CN(C[C@@H](N1)C)C=1N=NC(=CN1)C1=C(C=C(C=C1)C1=CC2=CN(N=C2C=C1)C)O